5-[3-(1,4-dimethyl-1H-pyrazol-3-yl)-1,2,4-oxadiazol-5-yl]-1-(propan-2-yl)-1H-1,2,3-benzotriazole CN1N=C(C(=C1)C)C1=NOC(=N1)C1=CC2=C(N(N=N2)C(C)C)C=C1